tert-butyl (tert-butoxycarbonyl)(9-((5-(3-((tert-butoxycarbonyl)amino)-3-(2,2-difluoroethyl)piperidin-1-yl)-2-(3,4-difluorophenyl)pyridin-4-yl)methyl)-9H-purin-6-yl)carbamate C(C)(C)(C)OC(=O)N(C(OC(C)(C)C)=O)C1=C2N=CN(C2=NC=N1)CC1=CC(=NC=C1N1CC(CCC1)(CC(F)F)NC(=O)OC(C)(C)C)C1=CC(=C(C=C1)F)F